1,4-Di-(3'-[2-pyridyldithio]-propionamido)butane 2,3,5-Trimethylphenyl-acetate CC1=C(C=C(C=C1C)C)CC(=O)O.N1=C(C=CC=C1)SSCCC(=O)NCCCCNC(CCSSC1=NC=CC=C1)=O